C(C)(C)(C)S(=O)NC(C)(CC#C)C1CN(C1)C(=O)OCC1=CC=CC=C1 benzyl 3-(2-((tert-butylsulfinyl)amino)pent-4-yn-2-yl)azetidine-1-carboxylate